Cl.S1C=NC=C1C1=CC=CC=2[C@@H](OCCCC21)CN |o1:11| rel-(R)-(6-(Thiazol-5-yl)-1,3,4,5-tetrahydrobenzo[c]oxepin-1-yl)methanamine hydrochloride salt